5-iodo-1-(2-isopropoxyethyl)-2-(methylthio)pyrimidin-4-one IC=1C(N=C(N(C1)CCOC(C)C)SC)=O